C1(CC1)COC1=CC(=C(N)C=C1OCC1=C(C(=CC=C1OC)F)F)F 4-(cyclopropylmethoxy)-5-[(2,3-difluoro-6-methoxyphenyl)methoxy]-2-fluoroaniline